[Si](C)(C)(C(C)(C)C)OC([C@H]1C[C@H]([C@H]2[C@@H]1OC(O2)(C)C)N(C2=NC=NC(=N2)C)C)C2=CC(=C(C=C2)F)F N-((3aS,4R,6S,6aR)-6-(((tert-butyldimethylsilyl)oxy)(3,4-difluorophenyl)methyl)-2,2-dimethyltetrahydro-4H-cyclopenta[d][1,3]dioxol-4-yl)-N,4-dimethyl-1,3,5-triazin-2-amine